C(C)(C)(C)OC(=O)N1C2(CC2)CC(CC1)=O 7-keto-4-azaspiro[2.5]octane-4-carboxylic acid tert-butyl ester